FC(C(=O)O)(F)F.FC1(CC1)CN1[C@@H](C2=CC=C3C(=C2C[C@H]1C)C=NN3)C3=C(C=C(C=C3)NC3CNC3)OC N-(4-((6S,8R)-7-((1-fluorocyclopropyl)methyl)-8-methyl-6,7,8,9-tetrahydro-3H-pyrazolo[4,3-f]isoquinolin-6-yl)-3-methoxyphenyl)azetidin-3-amine trifluoroacetic acid salt